O=C1OC(CC2=CC(=CC=C12)C1=CC=CC=C1)CC(=O)O 2-(1-Oxo-6-phenylisochroman-3-yl)acetic acid